N1(CCCC1)C(COC(CN(CC(C)C)C)C)C 2-[2-(1-pyrrolidinyl)propoxy]propyl-N-methyl-N-(iso-butyl)-amine